BrC1=NC=CC(=C1)C1=NC2=C(N1)C=C(C=C2)C(F)(F)F 2-(2-bromopyridin-4-yl)-6-(trifluoromethyl)-1H-benzo[d]imidazole